N-((S)-1-cyanopropyl)-4-(5-methyl-2-((1-(piperidin-3-yl)-1H-pyrazol-4-yl)amino)pyrimidin-4-yl)benzamide C(#N)[C@H](CC)NC(C1=CC=C(C=C1)C1=NC(=NC=C1C)NC=1C=NN(C1)C1CNCCC1)=O